C(C1=CC=CC=C1)(C1=CC=CC=C1)N1CCN(CCC1)CC=1C(=C2CN(C(C2=CC1)=O)C1C(NC(CC1)=O)=O)F 3-(5-((4-benzhydryl-1,4-diazepan-1-yl)methyl)-4-fluoro-1-oxoisoindolin-2-yl)piperidine-2,6-dione